CC=1N(C(=CC1)C)C1=NN2C(C=C(C=C2)C2=NC=CC(=N2)C=2C=NN(C2)C(CC(F)(F)F)C2=CC=C(C=C2)F)=N1 2-(2,5-dimethyl-1H-pyrrol-1-yl)-7-(4-(1-(3,3,3-trifluoro-1-(4-fluorophenyl)propyl)-1H-pyrazol-4-yl)pyrimidin-2-yl)-[1,2,4]triazolo[1,5-a]pyridine